COC=1C(=CC(=NC1)C)C1=C(C=NC(=C1)C)C(=O)NC=1SC=2C(=NC=C(N2)CCC(=O)OCC)N1 ethyl 3-(2-(5'-methoxy-2',6-dimethyl-[4,4'-bipyridine]-3-carboxamido)thiazolo[4,5-b]pyrazin-6-yl)propanoate